[4-(3-cyclopropylphenoxy)phenyl]boronic acid C1(CC1)C=1C=C(OC2=CC=C(C=C2)B(O)O)C=CC1